FC1=C(C=CC=2N(N=NC21)C)C(CC(=O)O)C=2C=C1CCCC1=C(C2)CN2S(C1=C(O[C@@H](C2)C)C=CC=C1)(=O)=O 3-(4-Fluoro-1-methyl-1H-benzotriazol-5-yl)-3-(7-{[(4R)-4-methyl-1,1-dioxo-3,4-dihydro-2H-5,1,2-benzoxathiazepin-2-yl]methyl}-2,3-dihydro-1H-inden-5-yl)propanoic acid